C1(CCC1)N1CCC(CC1)OC1=CC=C(C=C1)NC(=S)NCCN1CCCCC1 1-(4-((1-cyclobutylpiperidin-4-yl)oxy)phenyl)-3-(2-(piperidin-1-yl)ethyl)thiourea